ClC1=NC2=C3C(=C(C=C2C(=N1)N[C@H](C)C1=C(C(=CC=C1)C(F)F)F)C1(CCC(CC1)O)O)OCC3 1-(2-chloro-4-(((R)-1-(3-(difluoromethyl)-2-fluorophenyl)ethyl)amino)-8,9-dihydrofuro[2,3-h]quinazolin-6-yl)cyclohexane-1,4-diol